C(C)C=1N=C2SC(=NN2C1N(C=1SC(=C(N1)C1=CC=C(C=C1)F)C#N)C)N1C2CC(CC1CC2)C(=O)N2CC(C2)O 2-{[6-Ethyl-2-(3-(3-hydroxyazetidine-1-carbonyl)-8-azabicyclo[3.2.1]Octane-8-yl)imidazo[2,1-b][1,3,4]Thiadiazol-5-yl](methyl)amino}-4-(4-fluorophenyl)thiazole-5-carbonitrile